3-(4-chloro-3,5-dimethyl-pyrazol-1-yl)-N-(1,3-dihydroisobenzofuran-5-yl)benzamide ClC=1C(=NN(C1C)C=1C=C(C(=O)NC=2C=C3COCC3=CC2)C=CC1)C